2,2-bis(4-methylaminophenyl)-propane CNC1=CC=C(C=C1)C(C)(C)C1=CC=C(C=C1)NC